[Mg+2].C(C)OC(C(=O)[O-])CC1=CC=C(C=C1)OCCN1C(=CC=C1C1=CC=C(C=C1)SC)C.C(C)OC(C(=O)[O-])CC1=CC=C(C=C1)OCCN1C(=CC=C1C1=CC=C(C=C1)SC)C 2-Ethoxy-3-(4-{2-[2-methyl-5-(4-methylthiophenyl)-pyrrol-1-yl]-ethoxy}-phenyl)-propionic acid Magnesium salt